COC1=C(C=C(C=C1)OC(F)(F)F)NC(=O)NC1CC2(CNC2)C1 1-(2-methoxy-5-(trifluoromethoxy)phenyl)-3-(2-azaspiro[3.3]heptan-6-yl)urea